(3R)-3-amino-5-[(4-chlorophenyl)methyl]-7-[5-(1-ethyl-4-methyl-4-piperidyl)-1,2,4-oxadiazol-3-yl]-8-fluoro-1,1-dioxo-2,3-dihydro-1lambda6,5-benzothiazepin-4-one N[C@H]1CS(C2=C(N(C1=O)CC1=CC=C(C=C1)Cl)C=C(C(=C2)F)C2=NOC(=N2)C2(CCN(CC2)CC)C)(=O)=O